Cl.Cl.CC(C)OCCOC1=NN(C=C1N)C1CCC(CC1)N1CCOCC1 3-[2-(propan-2-yloxy)ethoxy]-1-[(1r,4r)-4-(morpholin-4-yl)cyclohexyl]-1H-pyrazol-4-amine dihydrochloride